C(C1=CC(OC)=C(O)C(OC)=C1)#N syringonitrile